(1R,3R,4R)-2-(1-((3-chlorophenyl)amino)cyclopropane-1-carbonyl)-N-((R)-1-cyano-2-((S)-2-oxopiperidin-3-yl)ethyl)-5,5-difluoro-2-azabicyclo[2.2.2]octane-3-carboxamide ClC=1C=C(C=CC1)NC1(CC1)C(=O)N1[C@H]2CC([C@@H]([C@@H]1C(=O)N[C@H](C[C@H]1C(NCCC1)=O)C#N)CC2)(F)F